(R)-6-chloro-3-((1-(2-cyano-3-(3-methoxy-3-methylazetidin-1-yl)-7-methylquinoxalin-5-yl)ethyl)amino)picolinic acid ClC1=CC=C(C(=N1)C(=O)O)N[C@H](C)C1=C2N=C(C(=NC2=CC(=C1)C)C#N)N1CC(C1)(C)OC